N[C@@H](C)C=1N(C(C2=C(C=CC=C2C1)Cl)=O)C1=CC=CC=C1 3-((1S)-1-aminoethyl)-8-chloro-2-phenylisoquinoline-1-one